C[C@H]1N(C[C@@H](N(C1)C1=NC=CC2=C1C(=CN2)C2=CC=NC=C2)C)C(C(C)(C)O)=O 1-((2R,5S)-2,5-Dimethyl-4-(3-(pyridin-4-yl)-1H-pyrrolo[3,2-c]pyridin-4-yl)piperazin-1-yl)-2-hydroxy-2-methylpropan-1-one